C1(CCCCC1)C(C(=O)NC1CCCCC1)N1C(=NC2=C1C=C(C(=C2)F)F)C2=CC(=CC=C2)N(C)C 2,N-dicyclohexyl-2-[2-(3-dimethylamino-phenyl)-5,6-difluoro-benzimidazol-1-yl]-acetamide